CN(CC(C(F)(F)C=1C(=C(C=CC1)[C@@H](C)NC1=NC(=NC2=CC3=C(C=C12)N(C(C3(C)C)=O)C)C)F)(C)O)C 4-(((1R)-1-(3-(3-(dimethylamino)-1,1-difluoro-2-hydroxy-2-methylpropyl)-2-fluorophenyl)ethyl)amino)-2,6,8,8-tetramethyl-6,8-dihydro-7H-pyrrolo[2,3-g]quinazolin-7-one